5-tert-butyl-2-(difluoromethoxy)benzenesulfonyl chloride C(C)(C)(C)C=1C=CC(=C(C1)S(=O)(=O)Cl)OC(F)F